3-((4-bromo-2-methylphenyl)amino)-3-oxopropanoic acid BrC1=CC(=C(C=C1)NC(CC(=O)O)=O)C